4-({[1-(cyclohexylmethyl)piperidin-4-yl]oxy}methyl)-1,3-thiazol-2-amine C1(CCCCC1)CN1CCC(CC1)OCC=1N=C(SC1)N